C(C)(C)N1C(=NN=C1)C1=CC=CC(=N1)N1C(C2=C(C1)C=CS2)=O 5-(6-(4-isopropyl-4H-1,2,4-triazol-3-yl)pyridin-2-yl)-4,5-dihydro-6H-thieno[2,3-c]pyrrol-6-one